CCC\C=C\CCC trans-oct-4-ene